O1CCN(CC1)C=1C=C(C(=NC1)[N+](=O)[O-])N 5-morpholino-2-nitro-pyridin-3-amine